C(C1=CC=CC=C1)NC(=O)C=1C=C(C=C(C1)F)B(O)O 3-(BENZYLCARBAMOYL)-5-FLUOROBENZENEBORONIC ACID